FC=1C=C(C=C(C1)OCC(C)C)C1=CC=C(C(=N1)NCCC)C(=O)NS(=O)(=O)C1=NC(=CC=C1)NCCC 6-(3-fluoro-5-isobutoxy-phenyl)-2-(propylamino)-N-[[6-(propylamino)-2-pyridyl]sulfonyl]pyridine-3-carboxamide